1,2-dimethyl-3-n-propyl-imidazole iodide [I-].CN1C(N(C=C1)CCC)C